[Cl-].CC(C(=O)OCC(COC(C(CCCCC)(C)C)=O)OC(CCC[NH3+])=O)(CCCCC)C (4-((1,3-bis((2,2-dimethylheptanoyl)oxy)propan-2-yl)oxy)-4-oxobutyl)ammonium chloride